1,5-dioxaspiro(5.5)undecane-3,3-dicarboxylate O1CC(COC12CCCCC2)(C(=O)[O-])C(=O)[O-]